tetrabutyl-ammonium thioethoxide [S-]CC.C(CCC)[N+](CCCC)(CCCC)CCCC